ClC=1C=C2C(=NC(=NC2=C(C1C1=CC(=CC2=CC=CC=C12)O)F)OCC1(CC1)CN(C)C)N1CC2CC(C(C1)(N2)C)O 3-(6-chloro-2-((1-((dimethylamino)methyl)cyclopropyl)methoxy)-8-fluoro-7-(3-hydroxynaphthalen-1-yl)quinazolin-4-yl)-5-methyl-3,8-diazabicyclo[3.2.1]octan-6-ol